O=C1NC(C(N1)(C(F)(F)F)C1=CC=C(C(=O)O)C=C1)=O 4-(2,5-dioxo-4-trifluoromethylimidazolidin-4-yl)benzoic acid